(R)-1-methylpyrrolidin-3-yl 5-(6-(5-(6-methylpyridin-2-yl)-1H-imidazol-4-yl)quinolin-3-yl)picolinate CC1=CC=CC(=N1)C1=C(N=CN1)C=1C=C2C=C(C=NC2=CC1)C=1C=CC(=NC1)C(=O)O[C@H]1CN(CC1)C